tert-Butyl (4E)-4-hydroxyimino-1,3-dihydroisoquinoline-2-carboxylate O\N=C/1\CN(CC2=CC=CC=C12)C(=O)OC(C)(C)C